O.[Cl-].C(CCCCCCCCCCCCCCC)[N+]1=CC=CC=C1 Hexadecyl-pyridinium chloride monohydrate